N,N'-bis-(2-hydroxypropyl)-2-methyl-piperazine OC(CN1C(CN(CC1)CC(C)O)C)C